2-(3-bromo-4-fluorobenzyl)-N-hydroxy-1,3-dioxolane-2-carboxamido cyanide BrC=1C=C(CC2(OCCO2)C(=O)N(O)C#N)C=CC1F